NC=1C=C(C=C(C(=O)OC)C1)Br methyl 5-amino-3-bromobenzoate